COC1=C(C=C(C(=C1)CCCCCC(F)(F)F)OC)CCCC 1-(2,5-dimethoxy-4-(6,6,6-trifluorohexyl)phenyl)butan